2-(4,4-difluoropiperidin-1-yl)-N-[(3R,5S)-5-methyl-1-[8-(trifluoromethyl)quinolin-5-yl]Piperidin-3-yl]Acetamide 3,6-dioxaheptylmethacrylate C(COCCOC)OC(C(=C)C)=O.FC1(CCN(CC1)CC(=O)N[C@H]1CN(C[C@H](C1)C)C1=C2C=CC=NC2=C(C=C1)C(F)(F)F)F